1,6-dihydroPyrimidine N1C=NC=CC1